(E)-6-(1-methyl-1H-pyrazol-4-yl)-4-(2-(4,4,5,5-tetramethyl-1,3,2-dioxaborolan-2-yl)vinyl)pyrazolo[1,5-a]pyridine-3-carbonitrile CN1N=CC(=C1)C=1C=C(C=2N(C1)N=CC2C#N)\C=C\B2OC(C(O2)(C)C)(C)C